Ethyl (S)-3-(3-fluoro-4-methoxyphenyl)-3-(1-oxo-7-((5,6,7,8-tetrahydro-1,8-naphthyridin-2-yl)methyl)-3,4-dihydropyrrolo[1,2-a]pyrazin-2(1H)-yl)propanoate FC=1C=C(C=CC1OC)[C@H](CC(=O)OCC)N1C(C=2N(CC1)C=C(C2)CC2=NC=1NCCCC1C=C2)=O